C(C)(C)(C)OC(=O)N[C@@H](CC(=O)OCC)C=1C=C(C=C(C1F)C)C1=C(C=C(C=C1C)C)Cl Ethyl (S)-3-((tert-butoxycarbonyl)amino)-3-(2'-chloro-4-fluoro-4',5,6'-trimethyl-[1,1'-biphenyl]-3-yl)propanoate